C(C)(C)(C)OC(=O)N1CC(C1)C#CC=1C=NN(C1)C(C(=O)NC1=CC(=C(C=C1)C#N)C(F)(F)F)(C)C 3-((1-(1-((4-cyano-3-(trifluoromethyl)phenyl)amino)-2-methyl-1-oxopropan-2-yl)-1H-pyrazol-4-yl)ethynyl)azetidine-1-carboxylic acid tert-butyl ester